bis[tri(2-methyl-2-phenylpropyl)tin] 5-sulfosalicylate S(=O)(=O)(O)C1=CC=C(C(C(=O)[O-])=C1)O.CC(C[Sn+](CC(C)(C)C1=CC=CC=C1)CC(C)(C)C1=CC=CC=C1)(C)C1=CC=CC=C1.CC(C[Sn+](CC(C)(C)C1=CC=CC=C1)CC(C)(C)C1=CC=CC=C1)(C)C1=CC=CC=C1.S(=O)(=O)(O)C1=CC=C(C(C(=O)[O-])=C1)O